ClC=1C(=CC=2N(C1)C(=CN2)C2=NC(=NC=C2)N2C[C@H](O[C@@H](C2)C=2C=NNC2)C)F (2R,6R)-4-(4-(6-chloro-7-fluoroimidazo[1,2-a]pyridin-3-yl)pyrimidin-2-yl)-2-methyl-6-(1H-pyrazol-4-yl)morpholine